[N+](=O)([O-])C1=CC=C(OC2=CC3=CC=CC=C3C=C2OC2=CC=C(C=C2)[N+](=O)[O-])C=C1 2,3-bis(4-nitrophenoxy)naphthalene